N1C=NC=C1CCN 1H-imidazole-5-ethanamine